(S)-N-((S)-(4-chlorophenyl)(2-methylbenzo[d]oxazol-6-yl)methyl)-2-oxo-imidazolidine-4-carboxamide ClC1=CC=C(C=C1)[C@H](NC(=O)[C@H]1NC(NC1)=O)C1=CC2=C(N=C(O2)C)C=C1